ClC1=CC=2NC=NC(C2C=N1)=O 7-chloro-1H-pyrido[4,3-d]pyrimidin-4-one